(S)-(4-(3-((2-amino-4-phenylbutyrylamino)methyl)-4-methylphenoxy)butyl)carbamic acid tert-butyl ester C(C)(C)(C)OC(NCCCCOC1=CC(=C(C=C1)C)CNC([C@H](CCC1=CC=CC=C1)N)=O)=O